gallium bis(2-methyl-8-quinolinolate) CC1=NC2=C(C=CC=C2C=C1)[O-].CC1=NC2=C(C=CC=C2C=C1)[O-].[Ga+2]